C1(CCCC1)NC1=NC(=NC=C1C(F)(F)F)NC1CCN(CC1)S(=O)(=O)C N4-Cyclopentyl-N2-(1-(methylsulfonyl)piperidin-4-yl)-5-(trifluoromethyl)pyrimidine-2,4-diamine